cyclopentylaminocarboxylic acid C1(CCCC1)NC(=O)O